CCCCC\C=C/C\C=C/C(CCCCCCCCCC)O (Z,Z)-6,9-Heneicosadien-11-ol